ClC=1C2=C(N=C(N1)NC1=CC=C(C=C1)N1CCOCC1)C(=NC=C2)C2=CC(=CC=C2)[N+](=O)[O-] 4-chloro-N-(4-morpholinylphenyl)-8-(3-nitrophenyl)pyrido[3,4-d]Pyrimidin-2-amine